2-(4-(2-acetyl-5-chlorophenyl)-5-methoxy-2-oxopyridin-1(2H)-yl)-N-(3-cyano-1H-indol-6-yl)-3-phenylpropionamide C(C)(=O)C1=C(C=C(C=C1)Cl)C1=CC(N(C=C1OC)C(C(=O)NC1=CC=C2C(=CNC2=C1)C#N)CC1=CC=CC=C1)=O